Racemic-β-hydroxybutyrate O[C@@H](CC(=O)[O-])C |r|